2-chloro-5-(hydroxymethyl)benzene-1-sulfonyl chloride ClC1=C(C=C(C=C1)CO)S(=O)(=O)Cl